1-(4-vinylbenzyl)-3,3'-iminobis(5-isopropyl-1H-1,2,4-triazole) C(=C)C1=CC=C(CN2N=C(N=C2C(C)C)NC2=NNC(=N2)C(C)C)C=C1